tert-butyl 4-[[4-[1-(2,6-dioxo-3-piperidyl)-3-methyl-2-oxo-benzimidazol-5-yl] piperazin-1-yl]methyl]piperidine-1-carboxylate O=C1NC(CCC1N1C(N(C2=C1C=CC(=C2)N2CCN(CC2)CC2CCN(CC2)C(=O)OC(C)(C)C)C)=O)=O